COC1=CC=C(C=C1)C(OCC1(CCN(CC1)C(CCCCCNC(OC1CC2=CC[C@H]3[C@@H]4CC[C@H]([C@@H](CCCC(C)C)C)[C@]4(CC[C@@H]3[C@]2(CC1)C)C)=O)=O)COP(N(C(C)C)C(C)C)OCCC#N)(C1=CC=CC=C1)C1=CC=C(C=C1)OC Cholest-5-en-3-yl {6-[4-{[bis(4-methoxyphenyl)(phenyl)methoxy]methyl}-4-({[(2-cyanoethoxy)(diisopropylamino)phosphino]oxy}methyl)piperidin-1-yl]-6-oxohexyl}carbamate